Non-anal C(CCCCCCCC)=O